BrC1=C2C(=C(C(=C(C2=C(C2=C(C(=C(C(=C12)[2H])[2H])[2H])[2H])C1=C(C(=C2C(OC3=C2C(=C(C(=C3[2H])[2H])[2H])[2H])=C1[2H])[2H])[2H])[2H])[2H])[2H])[2H] 3-(10-bromoanthracene-9-yl-1,2,3,4,5,6,7,8-d8)dibenzo[b,d]furan-1,2,4,6,7,8,9-d7